N[C@@H](COCCNC(C1=C(C=C(C=C1)NC=1C=2N(C=CN1)C(=CN2)C=2C(=NN(C2)CC#N)C(F)(F)F)CC)=O)C N-[2-[(2R)-2-aminopropoxy]ethyl]-4-[[3-[1-(cyanomethyl)-3-(trifluoromethyl)pyrazol-4-yl]imidazo[1,2-a]pyrazin-8-yl]amino]-2-ethylbenzamide